C(=O)OCC=1C=C(C=CC1)N1COC2(C1)CCN(CC2)C(=O)N([C@H](C(=O)OC)C(C)C)C methyl (2S)-2-[(3-(3-[(formyloxy)methyl]phenyl)-1-oxa-3,8-diazaspiro[4.5]decan-8-yl)carbonyl(methyl)amino]-3-methylbutanoate